C(C(C)C)S(=O)(=O)C1=CC=C(C=C1)N1N=C2C(=N1)C=CC(=C2)N 2-(4-isobutylsulfonylphenyl)benzotriazol-5-amine